2-((5-(5-(difluoromethyl)-1,3,4-oxadiazole-2-yl)pyridine-2-yl)methyl)-4,4-dimethyl-6-(4-pentylpiperazine-1-yl)isoquinoline-1,3(2H,4H)-dione FC(C1=NN=C(O1)C=1C=CC(=NC1)CN1C(C2=CC=C(C=C2C(C1=O)(C)C)N1CCN(CC1)CCCCC)=O)F